hydroxyl-beryllium O[Be]